2-(3,5-dimethyl-1H-pyrazol-1-yl)-N-methoxy-N-methylacetamide CC1=NN(C(=C1)C)CC(=O)N(C)OC